CN([C@@H](CC1=CNC2=CC=CC=C12)C(=O)O)NC(=O)C=1OC2=CC=CC(=C2C(C1)=O)OC1=CC=C(C=C1)Br Methyl-(5-((4-bromophenyl)oxy)-4-oxo-4H-chromene-2-carbonylamino)-L-tryptophan